5-(4-Methanesulfonyl-phenyl)-6-phenyl-thiazolo[3,2-b][1,2,4]triazole CS(=O)(=O)C1=CC=C(C=C1)C1=C(N2N=CN=C2S1)C1=CC=CC=C1